C(CCCCCC\C=C/C\C=C/CCCCC)C1C(C1CCCCCCC\C=C/C\C=C/CCCCC)CNC 1-(2,3-bis((8Z,11Z)-heptadeca-8,11-dien-1-yl)cyclopropyl)-N,N-dimethylamine